(Z)-9-(hydroxymethylene)-7,7-dimethyl-1-oxaspiro[4.5]decan-8-one O\C=C\1/C(C(CC2(CCCO2)C1)(C)C)=O